3-allyl-5-(4-amino-3-chloro-6-(4-chloro-2-fluoro-3-methoxyphenyl)pyridin-2-yl)-1,3,4-oxadiazol-2(3H)-one C(C=C)N1C(OC(=N1)C1=NC(=CC(=C1Cl)N)C1=C(C(=C(C=C1)Cl)OC)F)=O